4-methyl-1-vinyl-9H-pyrido[3,4-b]indole CC1=CN=C(C=2NC3=CC=CC=C3C21)C=C